C(\C=C\C(=O)OC)(=O)OC1CCC(CC1)C(C)CC (4-sec-butylcyclohexyl) methyl fumarate